FC=1C(=C(C=CC1F)[C@H]1[C@@H](O[C@]([C@H]1C)(C(F)(F)F)C)C(=O)NC1=CC(=NC=C1)C(=O)O)OC 4-((2R,3S,4S,5R)-3-(3,4-difluoro-2-methoxyphenyl)-4,5-dimethyl-5-(trifluoromethyl)tetrahydrofuran-2-carboxamido)pyridinecarboxylic acid